(6R,7R)-3-(Acetyloxymethyl)-7-[[2-[[4-[3-(4-chlorophenyl)prop-2-enoyl]benzoyl]amino]-2-phenylacetyl]amino]-8-oxo-5-thia-1-azabicyclo[4.2.0]oct-2-ene-2-carboxylic acid C(C)(=O)OCC1=C(N2C([C@H]([C@H]2SC1)NC(C(C1=CC=CC=C1)NC(C1=CC=C(C=C1)C(C=CC1=CC=C(C=C1)Cl)=O)=O)=O)=O)C(=O)O